N1(CCCCC1)C1CCN(CC1)C1=C(C=NC2=CC=C(C=C12)C(=O)N(CC)CC)S(=O)(=O)C1=CC=C(C=C1)OCCCC 4-([1,4'-bipiperidin]-1'-yl)-3-((4-butoxyphenyl)sulfonyl)-N,N-diethylquinoline-6-carboxamide